O=C(CCSSCCC(=O)O)OCCC 3-((3-oxo-3-propoxypropyl)dithio)propionic acid